COCCC1(C=CC2=C(N=C3N(C2=C1)CN=N3)N(C3=CC=CC=C3)C)N 8-(2-methoxyethyl)-N5-methyl-N5-phenyl-[1,2,4]triazolo[4,3-a]quinazolin-5,8-diamine